6-chloro-N-(4-((4-(4-cyano-6-methylpyrimidin-2-yl)piperazin-1-yl)sulfonyl)phenyl)-3-(N-methylmethylsulfonamido)pyridazine-4-carboxamide ClC1=CC(=C(N=N1)N(S(=O)(=O)C)C)C(=O)NC1=CC=C(C=C1)S(=O)(=O)N1CCN(CC1)C1=NC(=CC(=N1)C#N)C